N1(CCCCC1)CCOC1=NC=CC2=CC=C(C=C12)O 1-(2-(Piperidin-1-yl)ethoxy)isoquinolin-7-ol